6,8-Difluoro-1-(methylamino)-7-(4-methylpiperazin-1-yl)-4-oxo-1,4-dihydroquinoline-3-carboxylic acid FC=1C=C2C(C(=CN(C2=C(C1N1CCN(CC1)C)F)NC)C(=O)O)=O